ClC=1C=C(C=CC1)C=CC(=O)C1=CC=C(C=C1)N1CCC(CC1)O 3-(3-Chlorophenyl)-1-[4-(4-hydroxypiperidin-1-yl)phenyl]prop-2-en-1-one